C1(CC1)OC(=O)N1CC2(C1)CC(C2)OC2=CC(=C1C(=N2)C(=CS1)C(NC)=O)C(F)(F)F 6-((3-(methylcarbamoyl)-7-(trifluoromethyl)thieno[3,2-b]pyridin-5-yl)oxy)-2-azaspiro[3.3]heptane-2-carboxylic acid cyclopropyl ester